N1CCC(CC1)CN[C@H]1[C@@H](C1)C=1C=C2CCN(C2=CC1)C(CC)=O Trans-1-(5-(2-(piperidin-4-ylmethylamino)cyclopropyl)indolin-1-yl)propan-1-one